FC1=C2C=CC=NC2=C(C=C1)B1OC(C(O1)(C)C)(C)C 5-fluoro-8-(4,4,5,5-tetramethyl-1,3,2-dioxaborolan-2-yl)quinoline